4-amino-5-(4-aminophenyl)-7-(1-isobutyrylpiperidin-4-yl)phthalazin-1(2H)-one NC1=NNC(C2=CC(=CC(=C12)C1=CC=C(C=C1)N)C1CCN(CC1)C(C(C)C)=O)=O